CC1=CC=C(C=C1)C#CC1=C(N)C=CC=C1 2-(4-methylphenylethynyl)aniline